BrC1=C(C=C(C=C1[N+](=O)[O-])CN(C(=O)C=1C=NC=CC1)C1=CC=CC=2CCS(C21)(=O)=O)F N-[(4-bromo-3-fluoro-5-nitrophenyl)methyl]-N-(1,1-dioxo-2,3-dihydro-1λ6-benzothiophen-7-yl)pyridine-3-carboxamide